((1S,3S,5R)-3-ethoxy-8-((5-methoxy-7-methyl-1H-indol-4-yl)methyl)-8-azabicyclo[3.2.1]oct-1-yl)benzoic acid C(C)O[C@@H]1C[C@@]2(CC[C@H](C1)N2CC2=C1C=CNC1=C(C=C2OC)C)C2=C(C(=O)O)C=CC=C2